4-(4-(3-(4-chlorophenoxy) benzylidene)-5-oxo-4,5-dihydro-oxazol-2-yl)-2-fluorophenylacetate ClC1=CC=C(OC=2C=C(C=C3N=C(OC3=O)C3=CC(=C(C=C3)CC(=O)[O-])F)C=CC2)C=C1